Cl.O1CCN(CC1)C=1C2=C(N=C(N1)NC1=CC(=NN1)C1=CC=CC=C1)C=C(O2)C2=CC=NC=C2 4-morpholino-N-(3-phenyl-1H-pyrazol-5-yl)-6-(pyridin-4-yl)furo[3,2-d]pyrimidin-2-amine hydrochloride